C1=CC=CC2=[NH+]C3=CC=CC=C3C(=C12)C=1C2=CC=CC=C2[NH+]=C2C=CC=CC12 9,9'-biacridinium